C(=O)(O)C(O)C(O)C(=O)O.FC1=CC=C(C=C1)NC(=O)C1(CC1)C(=O)N N'-(4-fluorophenyl)cyclopropane-1,1-dicarboxamide (2R,3R)-tartrate